C1=CC(=CC=C1CC2=CC=C(C=C2)N=C=O)N=C=O Methylenediphenyl diisocyanate